1-(2-chloro-7,8-dihydro-1,6-naphthyridin-6(5H)-yl)ethan-1-one ClC1=NC=2CCN(CC2C=C1)C(C)=O